ClC1=NC=C(C(=N1)NC1=C(C=CC=C1)P(OC)(OC)=O)C(F)(F)F Dimethyl (2-((2-chloro-5-(trifluoromethyl)pyrimidin-4-yl)amino)phenyl)phosphonate